N1=CNC2=C1C=CC(=C2)NC([O-])=O benzo[d]imidazol-5-ylcarbamate